C12N(CCNC2C1)C1=NC=CC(=N1)OCC1=C(C#N)C=CC=C1F ((2-(2,5-diazabicyclo[4.1.0]hept-2-yl)pyrimidin-4-yloxy)methyl)-3-fluorobenzonitrile